C(C)(C)C1=CC2=C(NN=N2)C=C1 5-isopropylbenzotriazole